NC1=NC=2C=C(C=CC2C2=C1C=NN2C)CN(C(=O)C=2C=NC(=CC2)C(F)(F)F)C2=C(C=C(C=C2)F)S(=O)(=O)C N-({4-amino-1-methyl-1H-pyrazolo[4,3-c]quinolin-7-yl}methyl)-N-(4-fluoro-2-methanesulfonylphenyl)-6-(trifluoromethyl)pyridine-3-carboxamide